FC(C(=O)O)(F)F.COC=1C=C2C(=CC=NC2=CC1OC)OC1=CC=C(C=C1)N1C(N(CC1)C=1C=NC=C(C1)C(F)(F)F)=O 1-{4-[(6,7-dimethoxy-4-quinolinyl)oxy]phenyl}-3-[5-(trifluoromethyl)-3-pyridinyl]-2-imidazolidinone trifluoroacetate